7-Oxabicyclo[2.2.1]heptane-2-carboxylic acid C12C(CC(CC1)O2)C(=O)O